FC1(CN(CC(O1)C1=CC(=NC=C1)C)C=1C=C(C=2N(C(C(=C(N2)C)C)=O)C1)C1=C(C=C(C=C1)F)F)F 7-[2,2-difluoro-6-(2-methyl-4-pyridyl)morpholin-4-yl]-9-(2,4-difluorophenyl)-2,3-dimethyl-pyrido[1,2-a]pyrimidin-4-one